C(C1=CC=CC=C1)(C1=CC=CC=C1)C1=C(N)C(=CC(=C1)C(C1=CC=CC=C1)C1=CC=CC=C1)F 2,4-dibenzhydryl-6-fluoroaniline